(8-benzylchroman-2-yl)methyl 4-methylbenzenesulfonate acetate C(C)(=O)O.CC1=CC=C(C=C1)S(=O)(=O)OCC1OC2=C(C=CC=C2CC1)CC1=CC=CC=C1